C(C)C1C2(C3=CC=CC=C3C1)CCC1(CC2)OCCO1 2''-ethyl-2'',3''-dihydrodispiro[1,3-dioxolane-2,1'-cyclohexane-4',1''-indene]